tert-butyl 5-[5-fluoro-6-[[4-methyl-6-(methylamino)pyrimidin-2-yl]amino]-1,3-benzodioxol-4-yl]-2-methyl-2,3,4,7-tetrahydroazepine-1-carboxylate FC1=C(C2=C(OCO2)C=C1NC1=NC(=CC(=N1)C)NC)C=1CCC(N(CC1)C(=O)OC(C)(C)C)C